Cl.COC([C@@H](NC)C)=O N-methyl-alanine methyl ester hydrochloric acid salt